ethoxymethyl-5-isopropyluracil C(C)OCC1=C(C(NC(N1)=O)=O)C(C)C